CC(=CCC/C(=C/C(=O)[O-])/C)C The molecule is an unsaturated fatty acid anion that is the conjugate base of geranic acid, obtained by deprotonation of the carboxy group; major species at pH 7.3. It is a conjugate base of a geranic acid.